2-chloro-4-(7,7-dimethyl-1-oxo-1,3,4,6,7,8-hexahydro-2H-cyclopenta[4,5]pyrrolo[1,2-a]pyrazin-2-yl)-3-formylbenzonitrile ClC1=C(C#N)C=CC(=C1C=O)N1C(C=2N(CC1)C1=C(C2)CC(C1)(C)C)=O